O-(2-chlorophenyl)-L-serine ClC1=C(C=CC=C1)OC[C@H](N)C(=O)O